C1(=CC=CC=C1)C#CC1=CC=C(C=C1)C(C)=O 4'-(phenylethynyl)acetophenone